5,5'-((4-(DIETHYLCARBAMOYL)PYRIDINE-2,6-DIYL)BIS(1H-1,2,3-TRIAZOLE-4,1-DIYL))BIS(2-(TRIFLUOROMETHYL)BENZOIC ACID) C(C)N(C(=O)C1=CC(=NC(=C1)C=1N=NN(C1)C=1C=CC(=C(C(=O)O)C1)C(F)(F)F)C=1N=NN(C1)C=1C=CC(=C(C(=O)O)C1)C(F)(F)F)CC